C1(CC1)C1N(CCNC1)C(=O)OC(C)(C)C 1,1-dimethylethyl 2-cyclopropyl-1-piperazinecarboxylate